C(C)(=O)N1CCC(CC1)NCC1=C(C(=NC=C1)NC=1C(=C(C=CC1)C1=C(C(=NC=C1)C1=CC(=C(CNC[C@H]2CCC(N2)=O)C=C1)OC)Cl)Cl)F (R)-5-(((4-(4-(3-((4-(((1-acetylpiperidin-4-yl)amino)methyl)-3-fluoropyridin-2-yl)amino)-2-chlorophenyl)-3-chloropyridin-2-yl)-2-methoxybenzyl)amino)methyl)pyrrolidin-2-one